FC(C(=O)O)(F)F.FC(C=1C=NC(=NC1)N1CCN(CC1)C=O)(F)F (4-(5-(trifluoromethyl)pyrimidin-2-yl)piperazin-1-yl)methanone trifluoroacetate